27-methylnonacosyl eicos-11-enoate C(CCCCCCCCCC=CCCCCCCCC)(=O)OCCCCCCCCCCCCCCCCCCCCCCCCCCC(CC)C